CS(=O)(=O)N1CCC(CC1)NC1=NC=C(C(=N1)C1=CN=C(S1)NC(C)=O)C(F)(F)F N-(5-(2-((1-(methylsulfonyl)piperidin-4-yl)amino)-5-(trifluoromethyl)pyrimidin-4-yl)thiazol-2-yl)acetamide